(4R)-3,3-difluoro-1-[4-({8-[(2R,3S)-3-(methanesulfonylmeth-yl)-2-methylazetidin-1-yl]-5-(propan-2-yl)isoquinolin-3-yl}amino)pyrimidin-2-yl]-4-methylpiperidin-4-ol FC1(CN(CC[C@]1(O)C)C1=NC=CC(=N1)NC=1N=CC2=C(C=CC(=C2C1)C(C)C)N1[C@@H]([C@H](C1)CS(=O)(=O)C)C)F